C(#N)C1CCC(CC1)N1C[C@@H]([C@H](CC1)NC(=O)C1=CC(=CC=2N(C=NC21)CC(F)(F)F)C#CCNC=2C(OC)=CC=C(C2)C(NC)=O)C N-[(3S,4S)-1-(4-cyanocyclohexyl)-3-methyl-4-piperidyl]-6-{3-[4-(N-methylcarbamoyl)-2-anisidino]-1-propynyl}-1-(2,2,2-trifluoroethyl)-1H-1,3-benzimidazole-4-carboxamide